OC1=C2C(=CNC2=CC=N1)C=O 4-HYDROXY-5-AZAINDOLE-3-CARBALDEHYDE